2-anilinobenzamide N(C1=CC=CC=C1)C1=C(C(=O)N)C=CC=C1